C(=O)C=1C=C(C2=C(N=C(O2)C2=C(C(=CC=C2)C2=NC=CC(=C2C)NC=2N=CC=C3C=C(C=NC23)CN2C[C@@H](CC2)O)C)C1)C#N (R)-5-formyl-2-(3-(4-((3-((3-hydroxypyrrolidin-1-yl)methyl)-1,7-naphthyridin-8-yl)amino)-3-methylpyridin-2-yl)-2-methylphenyl)benzo[d]Oxazole-7-carbonitrile